2-(((2S,4s,6S)-6-((7-chloro-quinazolin-4-yl)amino)spiro[3.3]heptan-2-yl)oxy)nicotinamide ClC1=CC=C2C(=NC=NC2=C1)NC1CC2(CC(C2)OC2=C(C(=O)N)C=CC=N2)C1